1-(5-((4-(2-(azetidin-1-yl)-6,7-dihydrothieno[3,2-d]pyrimidin-4-yl)piperazin-1-yl)methyl)-1-oxoisoindolin-2-yl)dihydropyrimidine-2,4(1H,3H)-dione N1(CCC1)C=1N=C(C2=C(N1)CCS2)N2CCN(CC2)CC=2C=C1CN(C(C1=CC2)=O)N2C(NC(CC2)=O)=O